(S)-N-(2-(2-cyanopyrrolidine-1-yl)-2-oxoethyl)-6-(3-(piperazin-1-yl)propoxy)quinoline-4-carboxamide C(#N)[C@H]1N(CCC1)C(CNC(=O)C1=CC=NC2=CC=C(C=C12)OCCCN1CCNCC1)=O